N-(2-((1r,3r,5r,7r)-adamantan-2-ylamino)ethyl)-5-(4-chlorophenyl)-1-(3,5-dimethylphenyl)-4-methyl-1H-pyrazole-3-carboxamide C12C(C3CC(CC(C1)C3)C2)NCCNC(=O)C2=NN(C(=C2C)C2=CC=C(C=C2)Cl)C2=CC(=CC(=C2)C)C